COC(=O)C1=CC=2C(N=C1OC1CCC1)=NN(C2)C21COC(CC2)(C1)C 6-Cyclobutoxy-2-(1-methyl-2-oxabicyclo[2.2.1]hept-4-yl)-2H-pyrazolo[3,4-b]pyridine-5-carboxylic acid methyl ester